1-(2,6-difluorophenyl)-4-(1H-pyrazol-4-yl)pyrimidin-2(1H)-one FC1=C(C(=CC=C1)F)N1C(N=C(C=C1)C=1C=NNC1)=O